methyl (s)-2-(tosyloxy)propanoate S(=O)(=O)(C1=CC=C(C)C=C1)O[C@H](C(=O)OC)C